4-hydroxylbenzoyl chloride OC1=CC=C(C(=O)Cl)C=C1